(1S,2R,4S)-1,7,7-TRIMETHYLBICYCLO[2.2.1]HEPTAN CC12CCC(CC1)C2(C)C